N=1N=C(N2C1CCC2)C2=CC=C(C=C2)C=2C=C(C=NC2)C2=CC=NC1=C2C=C2N1CCN(C2=O)C 4-(5-(4-(6,7-dihydro-5H-pyrrolo[2,1-c][1,2,4]triazol-3-yl)phenyl)pyridin-3-yl)-7-methyl-8,9-dihydropyrido[3',2':4,5]pyrrolo[1,2-a]pyrazin-6(7H)-one